methyl 4,4,5-trimethylhexanoate CC(CCC(=O)OC)(C(C)C)C